FC(S(=O)(=O)OC=1C=CC=C2C(=NNC12)Br)(F)F (3-bromo-1H-indazol-7-yl) trifluoromethanesulfonate